N-(4-chloro-3-cyano-7-ethoxyquinolin-6-yl)vinylamide ClC1=C(C=NC2=CC(=C(C=C12)C=C[NH-])OCC)C#N